5-[1-(4-fluorophenyl)vinyl]-2-piperazin-1-yl-pyrimidine FC1=CC=C(C=C1)C(=C)C=1C=NC(=NC1)N1CCNCC1